C(C1=CC=CC=C1)O[C@@H]([C@H](CO[C@H]1O[C@@H]([C@@H]([C@@H]([C@H]1OCC1=CC=CC=C1)OCC1=CC=CC=C1)OCC1=CC=CC=C1)COCC1=CC=CC=C1)N1N=NNC1=O)[C@@H](CCCCCCCCCCCCCC)OCC1=CC=CC=C1 1-((2S,3S,4R)-3,4-bis(benzyloxy)-1-(((2S,3R,4S,5S,6R)-3,4,5-tris(benzyloxy)-6-((benzyloxy)methyl)tetrahydro-2H-pyran-2-yl)oxy)octadecan-2-yl)-1,4-dihydro-5H-tetrazol-5-one